trans-4-[(6-cyano-4-fluoro-benzimidazol-1-yl)methyl]cyclohexanecarboxylic acid C(#N)C=1C=C(C2=C(N(C=N2)C[C@@H]2CC[C@H](CC2)C(=O)O)C1)F